ONC(C1=C(C(=CC=C1)N1CC(C1)OC1=CC=C(C=C1)CNC=1C=NC=CC1)N1C=CC=C1)=O N-hydroxy-3-(3-(4-((pyridin-3-ylamino)methyl)phenoxy)azetidin-1-yl)-2-(1H-pyrrole-1-yl)benzamide